2,2,2-trifluoroethyl cis-2-(biphenyl-3-ylmethyl)-3-((methylsulfonyl)amino)piperidine-1-carboxylate C1(=CC(=CC=C1)C[C@@H]1N(CCC[C@@H]1NS(=O)(=O)C)C(=O)OCC(F)(F)F)C1=CC=CC=C1